tert-butyl (1R,5S)-3-(6-benzyl-3-chloro-4-cyano-5,6,7,8-tetrahydro-2,6-naphthyridin-1-yl)-3,8-diazabicyclo[3.2.1]octane-8-carboxylate C(C1=CC=CC=C1)N1CC=2C(=C(N=C(C2CC1)N1C[C@H]2CC[C@@H](C1)N2C(=O)OC(C)(C)C)Cl)C#N